4-[6-[[4-(4,4,5,5-tetramethyl-1,3,2-dioxaborolan-2-yl)pyrazol-1-yl]methyl]-3-pyridyl]morpholine CC1(OB(OC1(C)C)C=1C=NN(C1)CC1=CC=C(C=N1)N1CCOCC1)C